CO[C@@H]1CN(CC1)C1=CC(=NC(=N1)C1=CC=CC=C1)C(=O)N[C@H](C(=O)O)CP(=O)(O)O (R)-2-(6-((S)-3-Methoxypyrrolidin-1-yl)-2-phenylpyrimidine-4-carboxamido)-3-phosphonopropionic acid